ClC=1C=C(NC2(CCC3(C(=CC4=CC=CC=C34)C=3SC=C(C3)C)CC2)C(=O)O)C=CC1 (1s,4s)-4-(3-Chloroanilino)-2'-(4-methylthiophene-2-yl)spiro[cyclohexane-1,1'-indene]-4-carboxylic acid